P(=O)(OC(C)(C)C)(OC(C)(C)C)OCN1C(=NC2=C1C=C(C=C2OC2CCOC1=CC(=CC(=C21)F)F)C(N(C)C)=O)C di-tert-butyl ((4-((5,7-difluorochroman-4-yl)oxy)-6-(dimethylcarbamoyl)-2-methyl-1H-benzo[d]imidazol-1-yl)methyl) phosphate